(R)-2-[((1R,2S,5R)-2-isopropyl-5-methyl-cyclohexanecarbonyl)-amino]-ethyl propionate C(CC)(=O)OCCNC(=O)[C@H]1[C@@H](CC[C@H](C1)C)C(C)C